C1=CC=C(C=C1)C(=C(C#N)C(=O)O)O α-cyano-hydroxycinnamic acid